1-naphthyl acrylate 2-naphthyl-acrylate C1=C(C=CC2=CC=CC=C12)OC(C=C)=O.C(C=C)(=O)OC1=CC=CC2=CC=CC=C12